5-chloro-N4-cyclobutyl-N2-(2-methoxy-4-(morpholinosulfonyl)phenyl)-7H-pyrrolo[2,3-d]pyrimidine-2,4-diamine ClC1=CNC=2N=C(N=C(C21)NC2CCC2)NC2=C(C=C(C=C2)S(=O)(=O)N2CCOCC2)OC